C(C)(SC1CN(CC1)C=1C2=C(N=C(N1)C(C)(C)C)N(N=N2)CC2=NON=C2C)=O S-(1-(5-(tert-butyl)-3-((4-methyl-1,2,5-oxadiazol-3-yl)methyl)-3H-[1,2,3]triazolo[4,5-d]pyrimidin-7-yl)pyrrolidin-3-yl) ethanethioate